methacryloxypropylethyldimethoxysilane C(C(=C)C)(=O)OCCC[Si](OC)(OC)CC